BrC1=CC(=CC(=N1)N)Cl 6-bromo-4-chloropyridin-2-amine